COC1=CC=C(C=C1)C(=CC(=O)OCC)C1=CC=C(C=C1)OC ethyl β,β-bis(4'-methoxyphenyl)acrylate